C1=C(C=CC=2SC3=C(C21)C=CC=C3)N(C3=CC=C2C=CC=1C(=CC=C4C=CC3=C2C14)N(C1=CC=CC=C1)C1=CC4=C(SC2=C4C=CC=C2)C=C1)C1=CC=CC=C1 N,N'-bis(dibenzothiophen-2-yl)-N,N'-diphenyl-pyrene-1,6-diamine